(4-(2-(1H-imidazol-1-yl)ethoxy)-(3-methoxybenzyl)(methyl)amino)-3-(4-bromophenoxy)propan-2-ol N1(C=NC=C1)CCOC1=C(C=C(CN(C)CC(COC2=CC=C(C=C2)Br)O)C=C1)OC